N-methylpyrrolidinone CN1CCCC1=O